(Z,2E)-5-[1-(2,4-dichlorophenyl)pyrazol-3-yl]oxy-2-methoxyimino-N,3-dimethylpent-3-enamide ClC1=C(C=CC(=C1)Cl)N1N=C(C=C1)OC\C=C(/C(/C(=O)NC)=N\OC)\C